chloro-3-fluoro-N,N-dimethylpyridine-2-amine ClC1=C(C(=NC=C1)N(C)C)F